C(#N)N1CCC(CC1)N1N=NC(=C1C)C1=CC=2N(C(=C1)OC(C)C1CC(C1)(F)F)C(=CN2)C#N 7-[1-(1-Cyano-4-piperidyl)-5-methyl-triazol-4-yl]-5-[1-(3,3-difluorocyclobutyl)ethoxy]imidazo[1,2-a]pyridine-3-carbonitrile